2,6-Bis(benzyloxy)-3-(3,5-difluoro-4-(4-(4-(4,4,5,5-tetramethyl-1,3,2-dioxaborolan-2-yl)phenyl)piperidin-1-yl)phenyl)pyridine C(C1=CC=CC=C1)OC1=NC(=CC=C1C1=CC(=C(C(=C1)F)N1CCC(CC1)C1=CC=C(C=C1)B1OC(C(O1)(C)C)(C)C)F)OCC1=CC=CC=C1